CC=1C=C2C=C(C(NC2=CC1C)=O)CN(C(=S)NCCN1CCOCC1)CC=1OC=CC1 1-[(6,7-dimethyl-2-oxo-1H-quinolin-3-yl)methyl]-1-(2-furylmethyl)-3-(2-morpholinoethyl)thiourea